tert-butyl (2R,3S,4S)-3-(acetyloxy)-4-hydroxy-2-[(4-methoxyphenyl)methyl]pyrrolidine-1-carboxylate C(C)(=O)O[C@H]1[C@H](N(C[C@@H]1O)C(=O)OC(C)(C)C)CC1=CC=C(C=C1)OC